C(C)(C)(C)N(C(O)=O)CCNCC1=CC=CC=C1.N[C@H](C(=O)NCC(NC=1SC2=C(N1)C=CC(=C2)OC(F)(F)F)=O)CCC (S)-2-amino-N-(2-oxo-2-((6-(trifluoromethoxy)benzo[d]thiazol-2-yl)amino)ethyl)pentanamide tert-butyl-(2-(benzylamino)ethyl)carbamate